ClC=1C(=NC(=NC1)NC1=C(C=C(C(=C1)[N+](=O)[O-])F)OC)NC1=C(C=CC=C1)P(C)(C)=O (2-((5-chloro-2-((4-fluoro-2-methoxy-5-nitrophenyl)amino)pyrimidin-4-yl)amino)phenyl)dimethylphosphine oxide